C1C=2C=CC3=C(C4=C(C=5C6=CC=CC=C6NC35)C=NC4=O)C2C=CC1 dihydronaphtho[2,1-a]pyrrolo[3,4-c]carbazol-5(12H)-one